rac-5-[[2-[(2R,5S)-2-cyclobutyl-5-methyl-1-piperidyl]-2-oxo-acetyl]amino]pyridine-3-carboxamide C1(CCC1)[C@@H]1N(C[C@H](CC1)C)C(C(=O)NC=1C=C(C=NC1)C(=O)N)=O |r|